2-(((1-methyl-1H-1,2,4-triazol-5-yl)methoxy)methyl)-N-(1-methyl-1H-tetrazol-5-yl)-6-(trifluoromethyl)nicotinamide CN1N=CN=C1COCC1=C(C(=O)NC2=NN=NN2C)C=CC(=N1)C(F)(F)F